ClC=1C(=C(C(=CC1)F)[C@@H](NC(=O)[C@H]1C[C@H]([C@H](C1)OC(C)C)O)C12CCC(CC1)(C2)F)F (1S,3R,4S)-N-((S)-(3-chloro-2,6-difluorophenyl)(4-fluoro-bicyclo[2.2.1]hept-1-yl)methyl)-3-hydroxy-4-isopropoxycyclopentane-1-carboxamide